ClC=1C=C(C2=NC3=CC(=CC=C3N=C2C1)I)O 3-Chloro-8-iodophenazin-1-ol